4-oxaspiro[2.5]octan-8-amine hydrochloride Cl.C1CC12OCCCC2N